(6R)-6-methylpiperidin-2-one C[C@@H]1CCCC(N1)=O